C(C)N(CCCOC1=C(C=C(C=C1C)NC=1N=C(C2=C(N1)C=CS2)N2N=CCC2C2=CC=CC=C2)C)CC N-(4-(3-(diethylamino)propoxy)-3,5-dimethylphenyl)-4-(5-phenyl-4,5-dihydro-1H-pyrazol-1-yl)thieno[3,2-d]pyrimidin-2-amine